N-(3-((4-hydroxypiperidin-4-yl)methyl)-4-oxo-3,4-dihydroquinazolin-7-yl)-3-(4-methylpiperazin-1-yl)propanamide hydrochloride Cl.OC1(CCNCC1)CN1C=NC2=CC(=CC=C2C1=O)NC(CCN1CCN(CC1)C)=O